COC(CNCC=1N=C2N(C(C1)=O)C=CC=C2)(C)C (((2-methoxy-2-methylpropyl)amino)methyl)-4H-pyrido[1,2-a]pyrimidin-4-one